(R)-1-((3-methoxypyridin-2-yl)methyl)piperidine-2-carboxylic acid COC=1C(=NC=CC1)CN1[C@H](CCCC1)C(=O)O